(S)-5-fluoro-3-((R)-5-isopropyl-3-(isoquinolin-1-yl)-4,5-dihydroisoOxazole-5-carboxamido)-4-oxopentanoic acid cyclohexyl ester C1(CCCCC1)OC(C[C@@H](C(CF)=O)NC(=O)[C@@]1(CC(=NO1)C1=NC=CC2=CC=CC=C12)C(C)C)=O